The molecule is a DHET obtained by formal dihydroxylation across the 8,9-double bond of arachidonic acid. It has a role as a mouse metabolite. It is a DHET, a secondary allylic alcohol and a diol. It is a conjugate acid of a (5Z,11Z,14Z)-8,9-dihydroxyicosatrienoate. CCCCC/C=C\\C/C=C\\CC(C(C/C=C\\CCCC(=O)O)O)O